3-methyl-30-oxo-2-(prop-2-yl)-6,9,12,15,18,21,24,27-octaoxa-3-aza-triacontanamide CN(C(C(=O)N)C(C)C)CCOCCOCCOCCOCCOCCOCCOCCOCCC=O